3-(3-Ethynylphenyl)-2-[(3R)-pyrrolidin-3-yl]propionic acid C(#C)C=1C=C(C=CC1)CC(C(=O)O)[C@@H]1CNCC1